4-[4-amino-2-(ethoxymethyl)-1-methyl-imidazo[4,5-c]quinolin-9-yl]oxy-2-methyl-butan-2-ol NC1=NC=2C=CC=C(C2C2=C1N=C(N2C)COCC)OCCC(C)(O)C